FC1=NC(=C2N=CN(C2=N1)C1OCCC1)NCC1=CC(=CC=C1)OC(F)(F)F 2-fluoro-6-{[3-(trifluoromethoxy)benzyl]amino}-9-(tetrahydrofuran-2-yl)-9H-purine